2-[3-cyclopropyl-5-(trifluoromethyl)pyrazol-1-yl]-1-[2-(2-chloro-5-fluoro-3-methyl-phenyl)-3-morpholino-pyrrolidin-1-yl]ethanone C1(CC1)C1=NN(C(=C1)C(F)(F)F)CC(=O)N1C(C(CC1)N1CCOCC1)C1=C(C(=CC(=C1)F)C)Cl